3-fluoro-2,4-diphenyl-5H-indeno[1,2-b]pyridine FC=1C(=C2C(=NC1C1=CC=CC=C1)C1=CC=CC=C1C2)C2=CC=CC=C2